N1=C(C=NC=C1)[C@@H]1CC[C@H]2OC3(C(N21)=O)CC(C3)OCB3OC(C(O3)(C)C)(C)C (5'S,7a'R)-5'-(pyrazin-2-yl)-3-((4,4,5,5-tetramethyl-1,3,2-dioxaborolan-2-yl)methoxy)tetrahydro-3'H-spiro[cyclobutane-1,2'-pyrrolo[2,1-b]oxazol]-3'-one